NC1=C(N=CC(=N1)N1CCC2([C@@H](COC2)N[S@](=O)C(C)(C)C)CC1)SC1=C2C(C(N(C2=CC=C1)C)=O)(F)F (R)-N-((S)-8-(6-amino-5-((3,3-difluoro-1-methyl-2-oxoindolin-4-yl)thio)pyrazin-2-yl)-2-oxa-8-azaspiro[4.5]decan-4-yl)-2-methylpropane-2-sulfinamide